N-methylbenzo[d][1,3]dioxol-5-amine CNC1=CC2=C(OCO2)C=C1